C1=NN=C2N1C1=C(CCC2NC(OCC2=CC=CC=C2)=O)C=CC=C1 Benzyl (5,6-dihydro-4H-benzo[f][1,2,4]triazolo[4,3-a]azepin-4-yl)carbamate